N-(1-cyclobutyl-3-cyclopropyl-1H-pyrazol-4-yl)-2-(1H-pyrazol-4-yl)-1,3-thiazole C1(CCC1)N1N=C(C(=C1)N1C(SC=C1)C=1C=NNC1)C1CC1